COC(C(CC(=O)O)SC[C@@H](C(=O)OC)NC(=O)OCC[Si](C)(C)C)=O 4-methoxy-3-{[(2R)-3-methoxy-3-oxo-2-({[2-(trimethylsilyl)ethoxy]carbonyl}amino)propyl]sulfanyl}-4-oxobutanoic acid